C(CCC)[Sn](C=1NC=CN1)(CCCC)CCCC tributyl-(1H-imidazol-2-yl)stannane